CC1=C(C=C(C=C1)[N+](=O)[O-])[N+]#[C-] 2-METHYL-5-NITROPHENYL ISOCYANIDE